C(#N)CC(C)(C)C1=C(C2=C(C=C3C=NNC3=C2)N1C1=CC=C(C=C1)F)C1CCC(CC1)C(=O)OC methyl 4-[6-(2-cyano-1,1-dimethyl-ethyl)-5-(4-fluorophenyl)-1H-pyrrolo[2,3-f]indazol-7-yl]cyclohexanecarboxylate